(S)-2-(3-(cyclobutyl-(hydroxy)(4-methyl-4H-1,2,4-triazol-3-yl)methyl)phenyl)-6-(((1-methylcyclobutyl)amino)methyl)-4-(trifluoromethyl)isoindolin-1-one C1(CCC1)[C@](C=1C=C(C=CC1)N1C(C2=CC(=CC(=C2C1)C(F)(F)F)CNC1(CCC1)C)=O)(C1=NN=CN1C)O